ClC1=C(C(=CC=C1)F)CC=O 2-(2-chloro-6-fluoro-phenyl)ethanone